C1(=CC(=C(C(=C1)C(=O)O)C(=O)O)C(=O)O)C1=CC=CC=C1 3,5,4-biphenyltricarboxylic acid